Cl.NCC1=CC=C2C=C(C(=NC2=C1)C)C1C(NC(CC1)=O)=O 3-(7-(aminomethyl)-2-methylquinolin-3-yl)piperidine-2,6-dione hydrochloride